SODIUM MANNOSE PHOSPHATE P(=O)([O-])([O-])[O-].O=C[C@@H](O)[C@@H](O)[C@H](O)[C@H](O)CO.[Na+].[Na+].[Na+]